C(\C=C/C(=O)O)(=O)O.N=1C(CN=C2C=CC=CC12)=O quinoxalin-2(3H)-one maleate